COC=1C(=CC=2N(C1)N=C(C2)CCS(=O)(=O)C)NC(OC(C)(C)C)=O tert-butyl N-[6-methoxy-2-(2-methylsulfonylethyl) pyrazolo[1,5-a]pyridin-5-yl]carbamate